CC(C)CC(C(CC(C)C)O)O 2,7-dimethyl-4,5-octanediol